(1s,3r,5R,7S)-3-((2-amino-7-bromoquinazolin-4-yl)amino)adamantan-1-ol NC1=NC2=CC(=CC=C2C(=N1)NC12CC3(C[C@@H](C[C@H](C1)C3)C2)O)Br